4-(5-(4-fluoro-2-(methoxycarbonyl)phenyl)-5H-pyrrolo[3,2-d]pyrimidin-7-yl)piperidine-1-carboxylic acid tert-butyl ester C(C)(C)(C)OC(=O)N1CCC(CC1)C1=CN(C2=C1N=CN=C2)C2=C(C=C(C=C2)F)C(=O)OC